2-(4-(4-fluorophenyl)-1-isopropyl-1H-imidazol-5-yl)-N-(5-(1-(2-methoxyethyl)azetidin-3-yl)pyridin-2-yl)thiazole-4-carboxamide FC1=CC=C(C=C1)C=1N=CN(C1C=1SC=C(N1)C(=O)NC1=NC=C(C=C1)C1CN(C1)CCOC)C(C)C